N-(2,3-dihydro-1,4-benzoxazin-4-yl)-4-[methoxy(methyl)amino]-8-(2,3,5-trifluorophenyl)-1,7-naphthyridine-3-carboxamide O1CCN(C2=C1C=CC=C2)NC(=O)C=2C=NC1=C(N=CC=C1C2N(C)OC)C2=C(C(=CC(=C2)F)F)F